6-Chloro-4-((8-methoxy-2,3-dihydro-1H-benzo[d]pyrrolo[1,2-a]imidazol-7-yl)amino)-N-methylnicotinamide ClC1=NC=C(C(=O)NC)C(=C1)NC1=C(C2=C(N=C3N2CCC3)C=C1)OC